[C@H]12CN(C[C@H](CC1)N2)C2=NC(=NC1=C(C(=CC=C21)C=2C=CC=C1C=CC=C(C21)C(C)=O)F)OCC21CCCN1CCC2 1-(8-(4-((1R,5S)-3,8-diazabicyclo[3.2.1]octan-3-yl)-8-fluoro-2-((tetrahydro-1H-pyrrolizin-7a(5H)-yl)methoxy)quinazolin-7-yl)naphthalen-1-yl)ethan-1-one